4-isopropyl-2,2-dimethyl-9-phenethyl-1-oxa-4,9-diazaspiro[5.5]undecane C(C)(C)N1CC(OC2(C1)CCN(CC2)CCC2=CC=CC=C2)(C)C